COC([C@H]1N(CCC1)C([C@@H](NC(=O)OCC1=CC=CC=C1)COC(C)(C)C)=O)=O (benzyloxycarbonyl)-O-(tert-butyl)-L-seryl-L-proline methyl ester